tert-butyl (R)-2-hydroxypropionate O[C@@H](C(=O)OC(C)(C)C)C